3-(trifluoromethyl)-5,6-dihydro-cyclopenta[c]pyrazol-4-one FC(C1=C2C(=NN1)CCC2=O)(F)F